2-((((1s,4s)-4-phenylcyclohexyl)oxy)methyl)-3-(1-((2-(trimethylsilyl)ethoxy)methyl)-1H-1,2,4-triazol-3-yl)pyridine C1(=CC=CC=C1)C1CCC(CC1)OCC1=NC=CC=C1C1=NN(C=N1)COCC[Si](C)(C)C